nonyl 8-[2-(tertbutoxycarbonylamino)ethyl-[8-(1-octylnonoxy)-8-oxo-octyl]amino]octanoate C(C)(C)(C)OC(=O)NCCN(CCCCCCCC(=O)OCCCCCCCCC)CCCCCCCC(=O)OC(CCCCCCCC)CCCCCCCC